rac-(3ar,5r,7s,7ar)-5-(3,4-difluorophenyl)-1,3,3,5,7-pentamethyloctahydrobenzo[c]isoxazole FC=1C=C(C=CC1F)[C@]1(C[C@@H]2[C@H](N(OC2(C)C)C)[C@H](C1)C)C |r|